COC(=O)C1=CC(=NN1CC)N 3-amino-1-ethyl-1H-pyrazole-5-carboxylic acid methyl ester